CN(C1C[C@H]2CC[C@@H](C1)N2)C=2N=NC(=CC2)C=2C=CC(=C1C=NNC21)N2N=NC=C2 (1R,3R,5S)-N-methyl-N-[6-[4-(1,2,3-triazol-1-yl)-1H-indazol-7-yl]pyridazin-3-yl]-8-azabicyclo[3.2.1]octan-3-amine